FC1=C2C(=NC=C1)NC(=C2)C(=O)N 4-fluoro-1H-pyrrolo[2,3-b]Pyridine-2-carboxamide